NC1=C(C(=CC(=C1)C(C)(C)C)C(C1=CC=CC=C1)(C1=CC=CC=C1)C1=CC=CC=C1)O 2-amino-4-tert-butyl-6-tritylphenol